sec.-Butylamine C(C)(CC)N